3'-deoxycytidine-2'-phosphate P(=O)(O)(O)O[C@H]1[C@@H](O[C@@H](C1)CO)N1C(=O)N=C(N)C=C1